(S)-1-(1-(4-((5-(ethoxycarbonyl)-6-(3-fluoro-2-methylphenyl)-2-(thiazol-2-yl)-3,6-dihydropyrimidin-4-yl)methyl)piperazine-1-carbonyl)piperidin-4-yl)cyclopropane-1-carboxylic acid C(C)OC(=O)C1=C(NC(=N[C@H]1C1=C(C(=CC=C1)F)C)C=1SC=CN1)CN1CCN(CC1)C(=O)N1CCC(CC1)C1(CC1)C(=O)O